BrC1=C(C2=C(N=N1)C(=CS2)C)NCC=2SC=CC2 3-bromo-7-methyl-N-[(thiophen-2-yl)methyl]thieno[3,2-c]pyridazin-4-amine